C[C@H]1N(CC[C@H]1OC=1C2=C(N=C(N1)Cl)C(=C(N=C2)Cl)Cl)C(=O)OC(C)(C)C tert-butyl (2R,3R)-2-methyl-3-((2,7,8-trichloropyrido[4,3-d]pyrimidin-4-yl)oxy)pyrrolidine-1-carboxylate